ClC1=NC(=C(C(=N1)N1CC(NC2=CC(=CC=C12)OC)=O)C)C 4-(2-chloro-5,6-dimethylpyrimidin-4-yl)-7-methoxy-3,4-dihydroquinoxalin-2(1H)-one